BrC=1C=C(C(=NC1)Cl)OCC(CN(C)C)O 1-((5-bromo-2-chloropyridin-3-yl)oxy)-3-(dimethylamino)propan-2-ol